bromotosylate S(=O)(=O)(C1=CC=C(C)C=C1)Br